OC1=C(C(=CC(=C1)C=1C2=C(C(N(C1)C)=O)NN=C2)OC)CNC=2C=C1CCN(CC1=CC2)C(=O)OC(C)(C)C tert-butyl 6-[[2-hydroxy-6-methoxy-4-(6-methyl-7-oxo-1H-pyrazolo[3,4-c]pyridin-4-yl) phenyl] methylamino]-3,4-dihydro-1H-isoquinoline-2-carboxylate